5-(5-((2-(4-methylpiperazin-1-yl)pyridin-4-yl)amino)-1H-pyrrolo[2,3-b]pyridin-3-yl)-N-(pyridin-3-yl)pyrazolo[1,5-a]pyridine-3-carboxamide CN1CCN(CC1)C1=NC=CC(=C1)NC=1C=C2C(=NC1)NC=C2C2=CC=1N(C=C2)N=CC1C(=O)NC=1C=NC=CC1